C1(=CC=CC=C1)CCS(=O)(=O)O β-phenylethanesulfonic acid